FC=1C=C2C(CC3(NC2=CC1)CCN(CC3)C(=O)NCC3=CC=C(C=C3)OP(=O)([O-])O)=O 4-((6'-fluoro-4'-oxo-3',4'-dihydro-1'H-spiro[piperidine-4,2'-quinoline]-1-carboxamido) methyl) phenyl dihydrophosphate